BrC=1C(=NC=CC1)C(CC(=O)C1(C(N(CC1)CC1=CC=C(C=C1)OC)=O)C)=O 1-(3-bromopyridin-2-yl)-3-(1-(4-methoxybenzyl)-3-methyl-2-oxopyrrolidin-3-yl)propane-1,3-dione